N-(1-methanesulfonylpiperidin-4-yl)quinazolin-2-amine CS(=O)(=O)N1CCC(CC1)NC1=NC2=CC=CC=C2C=N1